4-[(2-fluoro-6-methylphenyl)amino]-2-[(6-fluoro-2-methyl-1,2,3,4-tetrahydroisoquinolin-7-yl)amino]pyrimidine-5-carboxamide FC1=C(C(=CC=C1)C)NC1=NC(=NC=C1C(=O)N)NC1=C(C=C2CCN(CC2=C1)C)F